4-(N-methyl-N-(3-L-prolylamino-4-methoxyphenyl)-amino)coumarin CN(C1=CC(=C(C=C1)OC)NC([C@H]1NCCC1)=O)C1=CC(OC2=CC=CC=C12)=O